N[C@H](COC=1SC(=CN1)N1C(CN(CC1)C1=NC=C(C=N1)C(F)(F)F)=O)C (S)-1-(2-(2-aminopropoxy)thiazol-5-yl)-4-(5-(trifluoromethyl)pyrimidin-2-yl)piperazin-2-one